2-(1-isopropyl-5-(2-phenoxyphenyl)-1H-indol-3-yl)-N-(4-methoxybenzyl)acetamide C(C)(C)N1C=C(C2=CC(=CC=C12)C1=C(C=CC=C1)OC1=CC=CC=C1)CC(=O)NCC1=CC=C(C=C1)OC